C1(CC1)NC1(CCC1)CC1=C(C(=O)N)C=CC(=C1F)C#CC1=CC=NC=C1 ((1-(cyclopropylamino)cyclobutyl)methyl)-3-fluoro-4-(pyridin-4-ylethynyl)benzamide